C(CCOCCOCCOCCOCCOCCC(=O)N)(=O)N 4,7,10,13,16-pentaoxanonadecanediamide